4-bromo-2-[(4-methoxyphenyl)methoxy]benzaldehyde BrC1=CC(=C(C=O)C=C1)OCC1=CC=C(C=C1)OC